BrC1=CC2=CC=CC=C2C=C1Br 2,3-dibromo-naphthalene